SCC[Si](OCC)(OCC)OCC 2-mercaptoethyltri-ethoxysilane